COC=1C=C2C(=NC=3N(C2=CC1OC)C=CN3)N[C@H](C)C3=C(C(=CC=C3)C(F)(F)F)C (R)-7,8-Dimethoxy-N-(1-(2-methyl-3-(trifluoromethyl)phenyl)ethyl)imidazo[1,2-a]quinazolin-5-amine